CN(CCCC(C(=O)N)(C)NC(CCCC1=CC=C(C=C1)CC1=C(C=CC(=C1)[C@]12[C@@H]([C@H]([C@@H]([C@](CO1)(O2)CC)O)O)O)C)=O)C (2-dimethylaminoethyl)-2-[4-[4-[[5-[(1S,2S,3S,4R,5S)-1-ethyl-2,3,4-trihydroxy-6,8-dioxabicyclo[3.2.1]oct-5-yl]-2-methyl-phenyl]methyl]phenyl]butanamido]-2-methyl-propionamide